methyl propylene nitrate [N+](=O)(O)[O-].CC=CC